3-azabicyclo[3.1.0]hexane-1-carboxamide C12(CNCC2C1)C(=O)N